The molecule is a dihydroxyanthraquinone that is anthracene substituted by hydroxy groups at C-3 and C-7 and oxo groups at C-9 and C-10. It has a role as an antimutagen and a plant metabolite. It derives from a hydride of an anthracene. C1=CC2=C(C=C1O)C(=O)C3=C(C2=O)C=C(C=C3)O